ClC=1OC2=C(N1)C=C(C=C2)F 2-chloro-5-fluorobenzo[d]oxazole